C(C)[SiH2]C1(CCCCC1)CC (1-ethyl)1-ethylcyclohexylsilane